FC(C(C)([C@]1(CN(CC1)C(C)(C)C=1C=NC(=CC1)C)CCC=1SC(=CC1)F)NC(=O)N)(F)F |o1:4| 1-(1,1,1-trifluoro-2-((R or S)-3-(2-(5-fluorothiophen-2-yl)ethyl)-1-(2-(6-methylpyridin-3-yl)propan-2-yl)pyrrolidin-3-yl)propan-2-yl)urea